CN1C(CNCC=C1)=O 1-methyl-2-oxo-1,2,3,4-tetrahydro-[1,4]diazepine